C(C)(=O)OCC1=NC2=C(N1C[C@H]1OCC1)C=C(C1=C2OCCO1)C(=O)OC Methyl (S)-2-(acetoxymethyl)-3-(oxetan-2-ylmethyl)-7,8-dihydro-3H-[1,4]dioxino[2',3':3,4]benzo[1,2-d]imidazole-5-carboxylate